3-fluoro-4-(1H-1,2,4-triazol-1-yl)benzoic acid FC=1C=C(C(=O)O)C=CC1N1N=CN=C1